CN1CC(CC=C1)(C(=O)N)C (1,3-dimethyl)-pyridine-3-carboxamide